CC1N(CCOC1)S(=O)(=O)C1=C(C=CC(=C1)C1=NN=C(N1)C1=CC=CC=C1)C 3-methyl-4-((2-methyl-5-(5-phenyl-4H-1,2,4-triazol-3-yl)phenyl)sulfonyl)morpholine